FC1=C(C=CC=C1)[C@@H]1CC=2C=NC(=NC2C2=C1C=CC=C2)NC2=CC(=CC=C2)CCNCCOC (R)-6-(2-fluorophenyl)-N-(3-(2-(2-methoxyethylamino)ethyl)phenyl)-5,6-dihydrobenzo[h]quinazolin-2-amine